FC(C=1C=C(OC2=CC=C(C=C2)B(O)O)C=CC1)(F)F 4-(3-(trifluoromethyl)phenoxy)phenylboronic acid